4-CYCLOPROPOXY-3-FORMYLBENZAMIDE C1(CC1)OC1=C(C=C(C(=O)N)C=C1)C=O